(3S,4S)-4-{[5-(2,4-difluoro-phenyl)-isoxazole-3-carbonyl]-amino}-piperidine-1,3-dicarboxylic acid 1-tert-butyl ester 3-methyl ester COC(=O)[C@H]1CN(CC[C@@H]1NC(=O)C1=NOC(=C1)C1=C(C=C(C=C1)F)F)C(=O)OC(C)(C)C